ClC1=C2C=NN(C2=C(C=C1)C(=O)NC1CC2(CCC2)C1)CC1=CC=C(C=C1)C=1SC=CN1 6-(4-Chloro-1-(4-(thiazol-2-yl)benzyl)-1H-indazol-7-carboxamido)spiro[3.3]heptan